1-[(2-fluorophenyl)methyl]-N-[(3R)-1,7-dimethyl-2-oxo-4,5-dihydro-3H-imidazo[1,5-a][1,3]diazepin-3-yl]-1,2,4-triazole-3-carboxamide FC1=C(C=CC=C1)CN1N=C(N=C1)C(=O)N[C@H]1C(N(C=2N(CC1)C(=NC2)C)C)=O